acryloyl-4-aminobenzoic acid C(C=C)(=O)C1=C(C(=O)O)C=CC(=C1)N